N-phenylcarbamic acid (dinonylphenyl) ester C(CCCCCCCC)C=1C(=C(C=CC1)OC(NC1=CC=CC=C1)=O)CCCCCCCCC